FC1=CC=C(C(=C1)F)C 2,4-difluoro-5-methylbenzene